O1N(CCCC1)C1=NC(=NC(=N1)NCCC)NCCC 6-[1,2]oxazinan-2-yl-N,N'-dipropyl-[1,3,5]triazin-2,4-diamine